6-(biphenyl-3-yl)-2-(4-naphthalen-1-yl-phenyl)-benzoxazole C1(=CC(=CC=C1)C1=CC2=C(N=C(O2)C2=CC=C(C=C2)C2=CC=CC3=CC=CC=C23)C=C1)C1=CC=CC=C1